C[C@@H]1OCC2([C@@H]1N)CCN(CC2)C2=NC(=C(C=1N2C=CN1)C=1C=C2C=NN(C2=CC1)C)C (3S,4S)-3-methyl-8-[7-methyl-8-(1-methyl-1H-indazol-5-yl)imidazo[1,2-c]pyrimidin-5-yl]-2-oxa-8-azaspiro[4.5]decan-4-amine